C(C1=CC=CC=C1)(C1=CC=CC=C1)[NH-] Benzhydrylamide